FC1=C(C(=O)NC2COCC2)C=C(C=C1)OC 2-fluoro-5-methoxy-N-(tetrahydrofuran-3-yl)benzamide